FC1=CC=C(CC2=C(C(OC3=CC(=CC=C23)OCCO)=O)C(=O)N)C=C1 (4-fluorobenzyl)-7-hydroxyethoxy-2H-chromen-2-one-3-carboxamide